CC([O-])C.[Ti+4].CC([O-])C.CC([O-])C.CC([O-])C titanium iso-propoxide